6-bromo-4-methyl-2H,5H,4H,3H-1,2,4-triazine-3,5-dione BrC=1C(N(C(NN1)=O)C)=O